FC(C(=O)NNC(C1=CC(=C(C=C1)CN1C(N(CC1=O)C1=CC=CC=C1)=O)F)=O)F N'-(2,2-difluoroacetyl)-4-((2,5-dioxo-3-phenylimidazolidin-1-yl)methyl)-3-fluorobenzoyl-hydrazine